C(C)OC(=O)C1=NC=C(N=C1)N 5-Aminopyrazine-2-carboxylic acid ethyl ester